COC(=O)C1=CC2=NC(=C(C=C2N1)F)Cl 5-chloro-6-fluoro-1H-pyrrolo[3,2-b]pyridine-2-carboxylic acid methyl ester